[Cl-].[Cl-].C(CCC)C=1C=C(C(C1)[Si](C)(C)[Zr+2]C1C(=CC2=C(C=CC=C12)C1=CC=C(C=C1)C(C)(C)C)C)C 4-butyl-2-methylcyclopentadienyl-dimethylsilyl-2-methyl-4-(4'-t-butylphenyl)indenyl-zirconium dichloride